C(C)NN(C(=O)O[C@H]1C[C@H](CC1)C1=CC(=NN1)NC(COC1=C(C(=CC(=C1)OC)O)C=O)=O)C (1R,3S)-3-(3-(2-(2-formyl-3-hydroxy-5-methoxyphenoxy)acetamido)-1H-pyrazol-5-yl)cyclopentyl 2-ethyl-1-methylhydrazine-1-carboxylate